NCC(=O)NC1CCC(CC1)C1=C(N(C=C1)S(N)(=O)=O)C(=O)O [4-[(2-Aminoacetyl)amino]cyclohexyl]-1-sulfamoyl-pyrrole-2-carboxylic acid